(1r,3r)-N1-((3-(4,4-bis(ethoxymethyl)cyclohexyl)-1-(tetrahydro-2H-pyran-2-yl)-1H-pyrazol-4-yl)methyl)-N1,N3-Dimethylcyclobutane-1,3-diamine C(C)OCC1(CCC(CC1)C1=NN(C=C1CN(C1CC(C1)NC)C)C1OCCCC1)COCC